OC1=C(N(N=C1C)CCC)C1=NNC(=N1)C=1N=C(N2C1C=NC(=C2)C)C(=O)N 1-[3-(4-Hydroxy-5-methyl-2-propyl-pyrazol-3-yl)-1H-1,2,4-triazol-5-yl]-6-methyl-imidazo[1,5-a]pyrazine-3-carboxamide